(4,4,6,6-tetramethyl-2-methylene-heptyl)-pyrrolidine-2,5-dione CC(CC(CN1C(CCC1=O)=O)=C)(CC(C)(C)C)C